4-[(3-(6-[(difluoromethyl)sulfanyl]-1-{[(3S,4R)-3-fluoro-1-methylpiperidin-4-yl]amino}pyrrolo[1,2-a]pyrazin-7-yl)prop-2-yn-1-yl)amino]-3-methoxy-N-methylbenzamide FC(F)SC1=C(C=C2N1C=CN=C2N[C@H]2[C@H](CN(CC2)C)F)C#CCNC2=C(C=C(C(=O)NC)C=C2)OC